2-fluoro-4-((2-(5-methyl-1,3,4-oxadiazol-2-yl)pyridin-4-yl)oxy)aniline FC1=C(N)C=CC(=C1)OC1=CC(=NC=C1)C=1OC(=NN1)C